3-propyl-phenyl-octanoate C(CC)C=1C=C(C=CC1)OC(CCCCCCC)=O